(6-isopropyl-2-(2-((tetrahydro-2H-pyran-2-yl)oxy)ethoxy)pyridin-3-yl)boronic acid C(C)(C)C1=CC=C(C(=N1)OCCOC1OCCCC1)B(O)O